CN(C=CC(C)=O)C 1-dimethylamino-1-buten-3-one